λ6,2,5-thiadiazolidine-1,1,3-trione S1(NC(CN1)=O)(=O)=O